ethyl 3-(4,4-difluoroazepan-1-yl)quinoxaline-2-carboxylate FC1(CCN(CCC1)C=1C(=NC2=CC=CC=C2N1)C(=O)OCC)F